methanesulfonic acid 2-amino-1-(6-fluoropyridin-3-yl)-2-oxoethyl ester NC(C(C=1C=NC(=CC1)F)OS(=O)(=O)C)=O